N-(4-(4-amino-2-(2-methoxyethyl)-1H-imidazo[4,5-c]quinolin-1-yl)butyl)-N-(1,1-dioxidothietan-3-yl)acetamide NC1=NC=2C=CC=CC2C2=C1N=C(N2CCCCN(C(C)=O)C2CS(C2)(=O)=O)CCOC